isopropyl Chlorocarbonate C(OC(C)C)(=O)Cl